(3-{[(8-amino-4,4-dimethyl-4,5-dihydro-1H-pyrazolo[4,3-H]quinazolin-3-yl)carbonyl]amino}phenyl)acetic acid ethyl ester C(C)OC(CC1=CC(=CC=C1)NC(=O)C1=NNC2=C1C(CC=1C=NC(=NC21)N)(C)C)=O